BrC=1C=2[C@](C3=C(NC2N=CC1)CC(CC3=O)(C)C)(C3=CC=CC=C3)C (5S)-4-bromo-5,8,8-trimethyl-5-phenyl-9,10-dihydro-7H-benzo[b][1,8]naphthyridin-6-one